2-(4-(methoxycarbonyl)-2-nitrophenyl)-1-methyl-1H-pyrrole-3-carboxylic acid methyl ester COC(=O)C1=C(N(C=C1)C)C1=C(C=C(C=C1)C(=O)OC)[N+](=O)[O-]